2-(methoxy-d3)-3-(4,4,5,5-tetramethyl-1,3,2-dioxaborolan-2-yl)pyridine C(OC1=NC=CC=C1B1OC(C(O1)(C)C)(C)C)([2H])([2H])[2H]